FC1=CC=CC(=N1)CC=1C=NN(C1)C(=O)N[C@H]1CCC2=C(N(C1=O)C)C=C(C=C2)C#CC(C)(C)O (S)-4-((6-Fluoropyridin-2-yl)methyl)-N-(8-(3-hydroxy-3-methylbut-1-yn-1-yl)-1-methyl-2-oxo-2,3,4,5-tetrahydro-1H-benzo[b]azepin-3-yl)-1H-pyrazol-1-carboxamid